CN1CCC(CC1)OCC=1C=CC(=NC1)NCC=1C=C2C=CN=C(C2=CC1)N 6-(((5-(((1-methylpiperidin-4-yl)oxy)methyl)pyridin-2-yl)amino)methyl)isoquinolin-1-amine